1-(1-(1H-imidazol-4-yl)ethyl)-4-((R)-3-(hydroxymethyl)pyrrolidin-1-yl)-7-(trifluoromethyl)quinazolin-2(1H)-one N1C=NC(=C1)C(C)N1C(N=C(C2=CC=C(C=C12)C(F)(F)F)N1C[C@@H](CC1)CO)=O